FC1=CC(=C(C=C1)NC1=C(C(=O)OCC)C=CC(=N1)C(F)(F)F)C ethyl 2-((4-fluoro-2-methylphenyl)amino)-6-(trifluoromethyl)-nicotinate